4-(N-(3-(tert-butyl)-5-cyclopropylbenzyl)-2-(N-(2-(dimethylamino)benzyl)-(2,3,4,5,6-pentafluorophenyl)sulfonamido)acetamido)-3-cyclopropoxybenzoic acid C(C)(C)(C)C=1C=C(CN(C(CN(S(=O)(=O)C2=C(C(=C(C(=C2F)F)F)F)F)CC2=C(C=CC=C2)N(C)C)=O)C2=C(C=C(C(=O)O)C=C2)OC2CC2)C=C(C1)C1CC1